CC(C)NC=1N=CC2=C(N1)CNCC2 2-[(propan-2-yl)amino]-5,6,7,8-tetrahydropyrido[3,4-d]pyrimidin